BrC1=CC(=C(C(=O)NC2=NC(=NC=C2)N2C[C@H](OCC2)C)C=C1)N1CCC2(CC2)CC1 (R)-4-Bromo-N-(2-(2-methylmorpholino)pyrimidin-4-yl)-2-(6-azaspiro[2.5]octan-6-yl)benzamide